3-(3-(2,4-difluorophenyl)-4-oxo-3,4-dihydro-phthalazin-1-yl)-N-ethyl-benzenesulfonamide FC1=C(C=CC(=C1)F)N1N=C(C2=CC=CC=C2C1=O)C=1C=C(C=CC1)S(=O)(=O)NCC